methyl 1-(benzofuran-5-ylmethyl)-3,3-dimethyl-2-oxoindoline-6-carboxylate O1C=CC2=C1C=CC(=C2)CN2C(C(C1=CC=C(C=C21)C(=O)OC)(C)C)=O